C(#N)C1=CC=C(C=C1)[C@H](C)NC(=O)C1=NN(C=2C(N(CCC21)CC2(CC2)S(=O)(=O)C2CC2)=O)C (S)-N-(1-(4-cyanophenyl)ethyl)-6-((1-(cyclopropylsulfonyl)cyclopropyl)methyl)-1-methyl-7-oxo-4,5,6,7-tetrahydro-1H-pyrazolo[3,4-c]pyridine-3-carboxamide